(S)-1-(1-(3-(4'-(3-(oxetan-3-ylamino)cyclobutyl)-[1,1'-biphenyl]-4-yl)prop-2-yn-1-yl)-1H-imidazol-2-yl)ethan-1-ol O1CC(C1)NC1CC(C1)C1=CC=C(C=C1)C1=CC=C(C=C1)C#CCN1C(=NC=C1)[C@H](C)O